TriethylenePhosphoramide C1CN1P(=O)(N2CC2)N3CC3